C(=O)(OCC1C2=CC=CC=C2C2=CC=CC=C12)N[C@@H](CC1=CC=C(C=C1)O)C(=O)O Fmoc-tyrosin